2-[3-(4-chloro-3-fluorophenyl)-1-ethyl-1H-1,2,4-triazol-5-yl]-2,2-difluoro-N-[(2-methyl-1H-1,3-benzimidazol-5-yl)methyl]acetamide ClC1=C(C=C(C=C1)C1=NN(C(=N1)C(C(=O)NCC1=CC2=C(NC(=N2)C)C=C1)(F)F)CC)F